CN(S(=O)(=O)N([C@@H]1[C@@H](N([C@@H](C1)C)C(=O)OCC1=CC=CC=C1)COC1CCC(CC1)C1=C(C=CC=C1)OS(=O)(=O)C(F)(F)F)CC1=CC=C(C=C1)OC)C benzyl (2R,3S,5R)-3-((N,N-dimethylsulfamoyl)(4-methoxybenzyl)-amino)-5-methyl-2-((((1s,4S)-4-(2-(((trifluoromethyl)sulfonyl)oxy)phenyl)-cyclohexyl)oxy)-methyl)pyrrolidine-1-carboxylate